3-(6-ethyl-5-(1H-pyrazol-4-yl)pyridin-2-yl)-1-(3-methoxybenzyl)-8-(tetrahydrofuran-2-carbonyl)-1,3,8-triazaspiro[4.5]decan-2-one C(C)C1=C(C=CC(=N1)N1C(N(C2(C1)CCN(CC2)C(=O)C2OCCC2)CC2=CC(=CC=C2)OC)=O)C=2C=NNC2